C(C)(C)(C)C1=CC=CC=N1 6-tert-butylpyridine